((2r,3s,5r)-5-(6-amino-2-fluoro-9H-purin-9-yl)-2-ethynyl-3-hydroxytetrahydrofuran-2-yl) methyl carbonate C(O[C@]1(O[C@H](C[C@@H]1O)N1C2=NC(=NC(=C2N=C1)N)F)C#C)(OC)=O